Tert-butyl (R)-4-(4-((1-(3-amino-5-(trifluoromethyl) phenyl) ethyl) amino)-2,7-dimethyl-8-oxo-7,8-dihydropyrido[3,4-d]pyrimidin-6-yl)-3,6-dihydropyridine-1(2H)-carboxylate NC=1C=C(C=C(C1)C(F)(F)F)[C@@H](C)NC=1C2=C(N=C(N1)C)C(N(C(=C2)C=2CCN(CC2)C(=O)OC(C)(C)C)C)=O